OC1=CC=C(C=C1)C=CC(CC(C=CC1=CC=C(C=C1)O)=O)=O 1,7-bis(4-hydroxyphenyl)hepta-1,6-diene-3,5-dione